OC=1C(OC(C1C)C)=O 3-Hydroxy-4,5-dimethylfuran-2(5H)-one